CN(C=1SC=2N=C(SC2N1)C1=NC=C(N=C1)C=1C=NNC1)[C@@H]1C[C@H](NCC1)C N-Methyl-N-[(2R,4S)-2-methylpiperidin-4-yl]-5-[5-(1H-pyrazol-4-yl)pyrazin-2-yl][1,3]thiazolo[5,4-d][1,3]thiazol-2-amin